N-(5-methanesulfonyl-2-{[3-(4-{[(1R,4R)-4-(dimethylamino)cyclohexyl]amino}-1-(2,2,2-trifluoro-ethyl)-1H-indol-2-yl)prop-2-yn-1-yl]oxy}phenyl)acetamide CS(=O)(=O)C=1C=CC(=C(C1)NC(C)=O)OCC#CC=1N(C2=CC=CC(=C2C1)NC1CCC(CC1)N(C)C)CC(F)(F)F